phenyl-phosphite C1(=CC=CC=C1)OP([O-])[O-]